di-t-butoxy(t-butylamino)silane C(C)(C)(C)O[SiH](NC(C)(C)C)OC(C)(C)C